1,2-cyclohexanediglycidyl ether C12C(CCCC1)C1C(COCC3C2O3)O1